sodium carbonate lanthanum carbonate C([O-])([O-])=O.[La+3].C([O-])([O-])=O.[Na+]